azolo[4,5-b]pyrazin N1C=2C(=NC=C1)N=CC2